C1(=CC=CC2=CC=CC=C12)N(C1=CC=CC=C1)C1(CC=C(C=C1)C1=CC=CC=C1)N(C1=CC=CC2=CC=CC=C12)C1=CC=CC=C1 4,4-bis(N-(1-naphthyl)-N-phenylamino)biphenyl